(2S)-5,5-dichloro-2-[9H-fluoren-9-ylmethoxycarbonyl(methyl)amino]pentanoic acid ClC(CC[C@@H](C(=O)O)N(C)C(=O)OCC1C2=CC=CC=C2C=2C=CC=CC12)Cl